4-chloro-1H-pyrazolo[3,4-d]Pyrimidin-6-amine ClC1=C2C(=NC(=N1)N)NN=C2